trans-benzyl 3-[4-(4-nitrophenyl)-1-piperidyl]cyclobutanecarboxylate [N+](=O)([O-])C1=CC=C(C=C1)C1CCN(CC1)[C@@H]1C[C@H](C1)C(=O)OCC1=CC=CC=C1